N-[6-[(4-amino-1-piperidyl)methyl]-4-methoxy-1,2-benzoxazol-3-yl]-2-methoxy-benzenesulfonamide NC1CCN(CC1)CC1=CC2=C(C(=NO2)NS(=O)(=O)C2=C(C=CC=C2)OC)C(=C1)OC